ClC=1C(=NC=C(C1)F)NC1(N=C(C=2C(=N1)NNC2I)C)[2H] N-(3-chloro-5-fluoropyridin-2-yl)-3-iodo-4-methyl-1H-pyrazolo[3,4-d]pyrimidin-6-amine-6-d